sodium tri-sec.-butyl-borohydride C(C)(CC)[BH-](C(C)CC)C(C)CC.[Na+]